OCC1CCC(CC1)C=1N=C2N(C=C(C(=C2)C(C)(C)O)NC(C2=NC(=CC=C2)C(F)(F)F)=O)C1 N-(2-((1r,4r)-4-(hydroxymethyl)cyclohexyl)-7-(2-hydroxypropan-2-yl)imidazo[1,2-a]pyridin-6-yl)-6-(trifluoromethyl)picolinamide